C(CCCCCC)C1OC2=CC(=CC=C2C(C1)NCC1=CC(=C(C=C1)F)Cl)OC heptyl-4-(3-chloro-4-fluorobenzylamino)-7-methoxychroman